ClC1=CC=C(C=N1)C1=NN(C2=CC=C(C=C12)O[C@H](C)C1=C(C=NC=C1Cl)Cl)C1OCCCC1 3-(6-Chloropyridin-3-yl)-5-((R)-1-(3,5-dichloropyridin-4-yl)ethoxy)-1-(tetrahydro-2H-pyran-2-yl)-1H-indazole